C1(CC1)CCC(N1C(C=CC=C1)=O)C=1C=CC(=C(C1)NC(=O)[C@@H]1N(C[C@@H](C1)OC)C(=O)OC(C)(C)C)F tert-butyl (2R,4R)-2-(5-((+)-3-cyclopropyl-1-(2-oxopyridin-1(2H)-yl) propyl)-2-fluorophenylcarbamoyl)-4-methoxypyrrolidine-1-carboxylate